ClC=1C(=NC(=NC1)N[C@@H]1C[C@H]2CO[C@@H]([C@H]1O)O2)C=2C=C(C1=C(N(C(=N1)C(C)(C)O)C1COC1)C2)F (1S,3R,4S,5R)-3-((5-chloro-4-(4-fluoro-2-(2-hydroxypropan-2-yl)-1-(oxetan-3-yl)-1H-benzo[d]imidazol-6-yl)pyrimidin-2-yl)amino)-6,8-dioxabicyclo[3.2.1]octan-4-ol